BrC=1C(=C(C(=O)N)C=CC1)Cl 3-bromo-2-chloro-benzamide